Cl.C(C)N1N=CC(=C1)C=1C=CC2=CN(N=C2C1)C1CCC(CC1)CN 1-{(1r,4r)-4-[6-(1-Ethyl-1H-pyrazol-4-yl)-2H-indazol-2-yl]cyclohexyl}methanamine, hydrochloride salt